BrC1=NC(=CC(=C1O)OC(C)CCO)I 2-bromo-4-((4-hydroxybutan-2-yl)oxy)-6-iodopyridin-3-ol